C1(CC1)N(C(C1=CC=C(C=C1)C1=NOC(=C1)C1=NNC2=CC(=C(C=C12)F)OCCOC)=O)C N-cyclopropyl-4-{5-[5-fluoro-6-(2-methoxyethoxy)-1H-indazol-3-yl]-1,2-oxazol-3-yl}-N-methylbenzamide